1-(2,6-dihydroxyphenyl)-3-(4-(3-chloropropoxy)phenyl)prop-2-en-1-one tert-Butyl-4-[5-(7-fluoro-2-methylindazol-5-yl)thieno[2,3-c]pyrazol-1-yl]piperidine-1-carboxylate C(C)(C)(C)OC(=O)N1CCC(CC1)N1N=CC2=C1SC(=C2)C2=CC1=CN(N=C1C(=C2)F)C.OC2=C(C(=CC=C2)O)C(C=CC2=CC=C(C=C2)OCCCCl)=O